4-(4-methoxyphenyl)-N-((1-methylpiperidin-2-yl)methyl)phthalazin-1-amine COC1=CC=C(C=C1)C1=NN=C(C2=CC=CC=C12)NCC1N(CCCC1)C